CS(=O)(=O)C1(CC1)C1=CC=C(O1)C(=O)O 5-(1-methylsulfonylcyclopropyl)furan-2-carboxylic acid